phosphorus molybdenum salt antimony [Sb].[Mo].[P]